CC1=NC(=CC(=N1)NC1=C(C(=O)NOCC)C(=CC=N1)NC=1C(=NC(=CC1)C)N(S(=O)(=O)C)C)C ((2,6-dimethylpyrimidin-4-yl)amino)-N-ethoxy-4-((6-methyl-2-(N-methylmethanesulfonamido)pyridin-3-yl)amino)nicotinamide